Cerium-calcium-iron [Fe].[Ca].[Ce]